propylene glycol propoxy ether C(CC)OOCC(C)O